CC([C@@H](C(=O)N[C@@H]1C(NC2=C(C(=N1)C1=CC=CC=C1)C=CC=C2)=O)NC2=C(C(=NC(=C2F)F)F)F)C (2S)-3-Methyl-N-[(3S)-2-oxo-5-phenyl-2,3-dihydro-1H-1,4-benzodiazepin-3-yl]-2-[(2,3,5,6-tetrafluoropyridin-4-yl)amino]butanamide